1-(2-fluorophenyl)-1H-imidazole-4-amine hydrochloride Cl.FC1=C(C=CC=C1)N1C=NC(=C1)N